γ-(2-Aminoethyl)aminopropyl-trimethoxysilane methyl-3-(5-amino-4-carbamoyl-3-(7-((5-fluoro-2-methoxybenzamido)methyl)-1H-indazol-4-yl)-1H-pyrazol-1-yl)azetidine-1-carboxylate COC(=O)N1CC(C1)N1N=C(C(=C1N)C(N)=O)C1=C2C=NNC2=C(C=C1)CNC(C1=C(C=CC(=C1)F)OC)=O.NCCNCCC[Si](OC)(OC)OC